CN1N=CC=2C3=NC(=CC(C(NC4=NC5=CC=C6CNCCC6=C5N4CCCCCOC12)=O)=C3)C 5,30-dimethyl-7-oxa-4,5,13,18,24,26,31-heptaazahexacyclo[26.3.1.0^{2,6}.0^{13,25}.0^{14,23}.0^{15,20}]dotriaconta-1(31),2(6),3,14,20,22,24,28(32),29-nonaen-27-one